ClC1=CC=C(C=C1)S(=NC(C1=NC=C(C=C1)C1=NOC(=N1)C(F)(F)F)=O)(=O)C N-((4-chlorophenyl)(methyl)(oxo)-λ6-sulfaneylidene)-5-(5-(trifluoromethyl)-1,2,4-oxadiazol-3-yl)picolinamide